ethyl-(4-(2-bromoethyl) phenyl)-2-methylpropionate C(C)CC(C(=O)[O-])(C)C1=CC=C(C=C1)CCBr